[NH4+].C1(CCCCC1)NC1CCCCC1 dicyclohexylamine, ammonium salt